[Sc].[Y] yttrium-scandium